(S)-2-((2-ethyl-6-methyl-5-(6-(tetrahydrofuran-3-carbonyl)-2,6-diazaspiro[3.3]heptan-2-yl)pyrazolo[1,5-a]pyridin-3-yl)(methyl)amino)-4-(4-fluorophenyl)thiazole-5-carbonitrile C(C)C1=NN2C(C=C(C(=C2)C)N2CC3(C2)CN(C3)C(=O)[C@@H]3COCC3)=C1N(C=1SC(=C(N1)C1=CC=C(C=C1)F)C#N)C